3-fluoro-5-(((1-(trityloxy)octadecan-2-yl)oxy)methyl)benzonitrile FC=1C=C(C#N)C=C(C1)COC(COC(C1=CC=CC=C1)(C1=CC=CC=C1)C1=CC=CC=C1)CCCCCCCCCCCCCCCC